n-octyltriethylsilane C(CCCCCCC)[Si](CC)(CC)CC